(S)-(4-(4-fluorobenzo[d]thiazol-2-yl)-6,7-dihydro-1H-imidazo[4,5-c]pyridin-5(4H)-yl)(2-morpholino-4-(trifluoromethyl)oxazol-5-yl)methanone FC1=CC=CC2=C1N=C(S2)[C@H]2N(CCC1=C2N=CN1)C(=O)C1=C(N=C(O1)N1CCOCC1)C(F)(F)F